C(C)(C)(C)C1N(CC=C(C1)C1=CC2=C(C3=C(C(C=C(N3CC2)OC[C@H]2OCCOC2)=O)C)C=C1)C(=O)OCCN1C2=CC=CC=C2C=2C=CC=CC12 2-(9H-carbazol-9-yl)ethane-1-ol tert-butyl-4-[4-[[(2S)-1,4-dioxan-2-yl]methoxy]-1-methyl-2-oxo-6,7-dihydrobenzo[a]quinolizin-9-yl]-3,6-dihydro-2H-pyridine-1-carboxylate